ClC1=CC=C(C=C1)C1=C(CCC(C1)(C)C)C(=O)N1CCC(CC1)CC=1C=C2CN(C(C2=CC1)=O)C1C(NC(CC1)=O)=O 3-(5-((1-(4'-chloro-5,5-dimethyl-3,4,5,6-tetrahydro-[1,1'-biphenyl]-2-carbonyl)piperidin-4-yl)methyl)-1-oxoisoindolin-2-yl)piperidine-2,6-dione